5-chloro-6-(1-(2,2-difluoroethyl)-1H-indol-4-yl)-3,11,11-trimethyl-8,9,10,11-tetrahydrofuro[3,2-f][1,2,4]triazolo[4,3-a]quinoxaline ClC1=C(C2=C(C=3NC(C=4N(C13)C(=NN4)C)(C)C)CCO2)C2=C4C=CN(C4=CC=C2)CC(F)F